2-(4-bromopyridin-2-yl)-4,5-dihydrothiazol-4-ol BrC1=CC(=NC=C1)C=1SCC(N1)O